ClC1=C2C(=NC(=N1)SC)N(C(N(C2)C2=CC1=CN(N=C1C=C2)C)=O)C2=CC=C(C=C2)OC([2H])([2H])[2H] 5-chloro-1-(4-(methoxy-d3)phenyl)-3-(2-methyl-2H-indazol-5-yl)-7-(methylthio)-3,4-dihydropyrimido[4,5-d]pyrimidin-2(1H)-one